6-hydroxy-4-(6-(6-((6-methoxypyridin-3-yl)methyl)-3,6-Diazabicyclo[3.1.1]heptan-3-yl)pyridin-3-yl)pyrazolo[1,5-a]pyridine-3-carbonitrile OC=1C=C(C=2N(C1)N=CC2C#N)C=2C=NC(=CC2)N2CC1N(C(C2)C1)CC=1C=NC(=CC1)OC